FC1=C(C(=O)NC2=C(C=C(C=C2)C(C(F)(F)F)(C(F)(F)F)F)C(F)(F)F)C=CC=C1[N+](=O)[O-] 2-fluoro-3-nitro-N-(4-(perfluoropropane-2-yl)-2-(trifluoromethyl)phenyl)benzamide